Benzyl 4-(3-(1-(tert-butoxycarbonyl)piperidin-4-yl)propyl)piperazine-1-carboxylate C(C)(C)(C)OC(=O)N1CCC(CC1)CCCN1CCN(CC1)C(=O)OCC1=CC=CC=C1